C(C)S(=O)(=O)NC1=CC=C(C=C1)C1=NNC(=C1C(=O)N)NC1=NC=C(N=C1)OC 3-(4-(ethylsulfonamido)phenyl)-5-((5-methoxypyrazin-2-yl)amino)-1H-pyrazole-4-carboxamide